tert-butyl (8-(2-(5-(2-((4-(trifluoromethyl)phenyl)amino)phenyl)-2H-tetrazol-2-yl)acetamido)octyl)carbamate FC(C1=CC=C(C=C1)NC1=C(C=CC=C1)C=1N=NN(N1)CC(=O)NCCCCCCCCNC(OC(C)(C)C)=O)(F)F